1-dodecyl-4-methylpyridinium cyanide [C-]#N.C(CCCCCCCCCCC)[N+]1=CC=C(C=C1)C